COC(=O)C=1C(=CC(=CC1)CCCOCC#C)C(=O)OC 4-[3-(prop-2-yn-1-yloxy)propyl]benzene-1,2-dicarboxylic acid 1,2-dimethyl ester